N-(4-((2-aminophenyl)carbamoyl)benzyl)-4-(benzyloxy)quinoline-2-carboxamide NC1=C(C=CC=C1)NC(=O)C1=CC=C(CNC(=O)C2=NC3=CC=CC=C3C(=C2)OCC2=CC=CC=C2)C=C1